C1(=CC=CC=C1)C1=CC=C(C=C1)S 4'-Biphenylthiol